C(C1=CC=CC=C1)OC(=O)N1[C@@H](CCC1)C1=NC2=NC=NC(=C2N1)C(=O)OC methyl (S)-8-(1-((benzyloxy) carbonyl) pyrrolidin-2-yl)-7H-purine-6-carboxylate